ClC=1C=C(NC2(CCC3(C(CC4=CC=C(C=C34)OCCOC)C3=CC(=CC=C3)OC3=CC=CC=C3)CC2)C(=O)O)C=CC1 (1r,4r)-4-(3-chloroanilino)-6'-(2-methoxyethoxy)-2'-(3-phenoxyphenyl)-2',3'-dihydrospiro[cyclohexane-1,1'-indene]-4-carboxylic acid